(M)-6,7-Dichloro-4-((2S)-2-methyl-4-(2-propenoyl)-1-piperazinyl)-1-(2-(2-propanyl)phenyl)pyrido[2,3-d]pyrimidin-2(1H)-one ClC1=CC2=C(N(C(N=C2N2[C@H](CN(CC2)C(C=C)=O)C)=O)C2=C(C=CC=C2)C(C)C)N=C1Cl